(4-(4-(benzo[d]thiazol-5-ylamino)-5-fluoroquinolin-6-yl)-3-fluorophenyl)(morpholino)methanone S1C=NC2=C1C=CC(=C2)NC2=CC=NC1=CC=C(C(=C21)F)C2=C(C=C(C=C2)C(=O)N2CCOCC2)F